2-ethyl 8-(2-methoxyethyl) (1S,2S,5R)-3-((3,5-difluoro-4-((1-methyl-1H-pyrazol-4-yl)oxy)phenyl)sulfonyl)-3,8-diazabicyclo[3.2.1]octane-2,8-dicarboxylate FC=1C=C(C=C(C1OC=1C=NN(C1)C)F)S(=O)(=O)N1[C@@H]([C@@H]2CC[C@H](C1)N2C(=O)OCCOC)C(=O)OCC